NC1=C(C=CC(=C1)OC(F)(F)F)C(=O)N1CCC(CC1)C1=C2C(=NC=C1)NC(=N2)[C@@H]2CC[C@@H](CC2)OC (cis)-[2-amino-4-(trifluoromethoxy)phenyl]-[4-[2-(4-methoxycyclohexyl)-3H-imidazo[4,5-b]pyridin-7-yl]-1-piperidyl]methanone